NC=1C(=C2C(=NC1)N(C=C2)S(=O)(=O)C2=CC=CC=C2)NN2CCCC2 ((5-amino-1-(phenylsulfonyl)-1H-pyrrolo[2,3-b]pyridin-4-yl)amino)pyrrolidine